(3,4-Dimethoxy-phenyl)-[4-(2-phenyl-ethyl)-1,4-diazepan-1-yl]methanone COC=1C=C(C=CC1OC)C(=O)N1CCN(CCC1)CCC1=CC=CC=C1